CC1=C(C(CCC1=O)(C)C)/C=C/C(=C/C=C/C(=C/C=C/C=C(\\C)/C=C/C=C(\\C)/C=C/C2=C(C(CCC2(C)C)(O)O)C)/C)/C The molecule is a member of the class of carotenone that is echinenone carrying two additional hydroxy substituents at position 4'. It is a carotenone and an enone. It derives from an echinenone.